CN(C1(CCC1)CNC=1C2=C(N=C(N1)OC[C@]13CCCN3C[C@@H](C1)F)C(=C(N=C2)C2=CC(=CC1=CC=CC(=C21)CC)O)F)C 4-(4-(((1-(dimethylamino)cyclobutyl)methyl)amino)-8-fluoro-2-(((2R,7aS)-2-fluorotetrahydro-1H-pyrrolizin-7a(5H)-yl)methoxy)pyrido[4,3-d]pyrimidin-7-yl)-5-ethylnaphthalen-2-ol